BrC1=CC(=C(C=C1F)C(\C=C(/C)\NC(C)C)=O)F (E)-1-(4-bromo-2,5-difluorophenyl)-3-(isopropylamino)but-2-en-1-one